Ethylen-Methylenether C1CCO1